N-(4-{[6-(5-chloro-2-fluorophenyl)pyridazin-4-yl]amino}pyridin-2-yl)-3-(4-methanesulfonylpiperazin-1-yl)propanamide ClC=1C=CC(=C(C1)C1=CC(=CN=N1)NC1=CC(=NC=C1)NC(CCN1CCN(CC1)S(=O)(=O)C)=O)F